NC1=CC=C(C=C1)N(C1=CC=C(C=C1)N)C1=CC=C(C=C1)N tris(4-aminophenyl)-amine